Cl.ClCCN 2-chloroethylamine hydrochloride